zinc stearate, hydrate O.C(CCCCCCCCCCCCCCCCC)(=O)[O-].[Zn+2].C(CCCCCCCCCCCCCCCCC)(=O)[O-]